di-tert-dodecyl disulfide CCCCCCCCCC(C)(C)SSC(C)(C)CCCCCCCCC